OC1=CC=CC2=C1C=CC=1OC=3C=CC4=C(C3C3(OC(C=C3)=O)C21)C=CC=C4O 4,10-dihydroxy-5'H-spiro[dibenzo[a,j]xanthene-14,2'-furan]-5'-one